CN(C1(CCC2(CN(C(N2CC(C#N)(C)C)=O)CC2=CC=C(C=C2)OC)CC1)C1=CC=CC=C1)C 3-[8-dimethylamino-3-[(4-methoxyphenyl)-methyl]-2-oxo-8-phenyl-1,3-diazaspiro[4.5]decan-1-yl]-2,2-dimethyl-propionitrile